5-hydroxyindole-3-acetamide titanium diisopropoxide CC([O-])C.CC([O-])C.[Ti+2].OC=1C=C2C(=CNC2=CC1)CC(=O)N